2-{tert-butyldimethylsilyloxy-diphenyl-methyl}-pyrrolidine [Si](C)(C)(C(C)(C)C)OC(C1NCCC1)(C1=CC=CC=C1)C1=CC=CC=C1